C(C1=CC=CC=C1)OC1=CC=C(C=C1)N1CC(C1)NC(OC(C)(C)C)=O tert-butyl N-[1-(4-benzyloxyphenyl)azetidin-3-yl]carbamate